OC1=C(C=C(CNC(C2=C(C=C(C=C2)O)O)=O)C=C1)OCC 2,4-Dihydroxybenzoic acid-N-(4-hydroxy-3-ethoxy-benzyl)amide